C(C)(C)N1N=CC2=CC(=CC=C12)C1=C(NC2=C1C=1N(C(NCC1C=N2)=O)C2CC(C2)NC(OC)=O)C2=CC=C(C=C2)CN2CCOCC2 methyl ((1r,3r)-3-(9-(1-isopropyl-1H-indazol-5-yl)-8-(4-(morpholinomethyl)phenyl)-2-oxo-2,3,4,7-tetrahydro-1H-pyrrolo[3',2':5,6]pyrido[4,3-d]pyrimidin-1-yl)cyclobutyl)carbamate